(5-methyl-3-(pyrimidin-2-yl)pyridin-2-yl)((1S,4R,6R)-6-((5-(trifluoromethyl)pyridin-2-yl)oxy)-2-azabicyclo[2.2.1]heptan-2-yl)methanone CC=1C=C(C(=NC1)C(=O)N1[C@@H]2[C@@H](C[C@H](C1)C2)OC2=NC=C(C=C2)C(F)(F)F)C2=NC=CC=N2